3-isopropenyl-α,α'-dimethylbenzyl isocyanate CC1=C(C=C(C=C1)C(C)N=C=O)C(=C)C